2,2,2-Trifluoro-N-(3-((3S,4R)-4-hydroxy-3-(pyridin-2-ylmethyl)chroman-7-yl)pyridin-2-yl)ethansulfonamid FC(CS(=O)(=O)NC1=NC=CC=C1C1=CC=C2[C@@H]([C@H](COC2=C1)CC1=NC=CC=C1)O)(F)F